p-toluenesulfonyl iodide CC1=CC=C(C=C1)S(=O)(=O)I